N-methyl-N-4-methylphenyl-formamide CN(C=O)C1=CC=C(C=C1)C